N-[2-(4-formylcyclohexyl)-6-(N-morpholinyl)-1-oxo-isoindolin-5-yl]-6-(trifluoromethyl)Pyridine-2-carboxamide C(=O)C1CCC(CC1)N1C(C2=CC(=C(C=C2C1)NC(=O)C1=NC(=CC=C1)C(F)(F)F)N1CCOCC1)=O